rac-((2S,3R)-1-hydroxy-3-methylpent-4-en-2-yl)carbamic acid benzyl ester C(C1=CC=CC=C1)OC(N[C@H](CO)[C@@H](C=C)C)=O |r|